2-((1R,5S,6S)-6-(4-(trifluoromethyl)phenyl)-3-azabicyclo[3.1.0]hexane-3-carbonyl)-5-azaspiro[3.4]octan-6-one FC(C1=CC=C(C=C1)C1[C@@H]2CN(C[C@H]12)C(=O)C1CC2(C1)NC(CC2)=O)(F)F